N-(4-(5-(6-(4,4-difluoropiperidin-1-yl)-4-methylpyridin-2-yl)-1,3,4-oxadiazol-2-yl)-3-(6-azaspiro[2.5]octane-6-yl)phenyl)-2-hydroxyethanesulfonamide FC1(CCN(CC1)C1=CC(=CC(=N1)C1=NN=C(O1)C1=C(C=C(C=C1)NS(=O)(=O)CCO)N1CCC2(CC2)CC1)C)F